6-(2-chlorophenyl)-3-(2-oxo-1,2-dihydro-1,6-naphthyridin-8-yl)thieno[3,2-d]pyrimidine-2,4(1H,3H)-dione ClC1=C(C=CC=C1)C1=CC=2NC(N(C(C2S1)=O)C=1C=NC=C2C=CC(NC12)=O)=O